(3R)-3-amino-7-(5-tert-butyl-1,3,4-oxadiazol-2-yl)-5-[[4-(3-cyclopropyl-1,2,4-oxadiazol-5-yl)phenyl]methyl]-1,1-dioxo-2,3-dihydro-1lambda6,5-benzothiazepine-4-One N[C@H]1CS(C2=C(N(C1=O)CC1=CC=C(C=C1)C1=NC(=NO1)C1CC1)C=C(C=C2)C=2OC(=NN2)C(C)(C)C)(=O)=O